CN1C(NC2=CC=CC(=C2C1)OC[C@]1([C@@H](CN(CC1)C1=C(C=C(C=C1F)Cl)F)O)O)=O 3-methyl-5-[[(3r,4r)-1-(4-chloro-2,6-difluorophenyl)-3,4-dihydroxypiperidin-4-yl]methoxy]-1,4-dihydroquinazolin-2-one